FC1=C(C=CC(=C1)F)C#CC1=CC=C(C(=O)NC[C@H]2COCC2)C=C1 (S)-4-((2,4-difluorophenyl)ethynyl)-N-((tetrahydrofuran-3-yl)methyl)benzamide